ethyl 2,4,6-trimethylbenzoyl-phenylphosphinate CC1=C(C(=O)P(OCC)(=O)C2=CC=CC=C2)C(=CC(=C1)C)C